8-isopropenyl-3-(2,3,6-trifluorophenyl)-[1,2,4]triazolo[4,3-a]pyridine-7-carboxylic acid methyl ester COC(=O)C1=C(C=2N(C=C1)C(=NN2)C2=C(C(=CC=C2F)F)F)C(=C)C